methyl (3-methoxy-4-((3-(4-methoxy-3-(pentyloxy)phenyl)-2-oxotetrahydropyrimidin-1(2H)-yl)methyl)benzyl)carbamate COC=1C=C(CNC(OC)=O)C=CC1CN1C(N(CCC1)C1=CC(=C(C=C1)OC)OCCCCC)=O